N-(1-((2S,3R,4R,5R)-3-fluoro-4-hydroxy-5-(hydroxymethyl)tetrahydrofuran-2-yl)-2-oxo-1,2-dihydropyrimidin-4-yl)-6-(trifluoromethyl)nicotinamide F[C@H]1[C@H](O[C@@H]([C@H]1O)CO)N1C(N=C(C=C1)NC(C1=CN=C(C=C1)C(F)(F)F)=O)=O